[C].[P].[Sn] tin phosphorus carbon